BrC=1C(=NN(C1)C1=CC=C(C=C1)N1CC(N(CC1)C(=O)[O-])C)C1=CC=NC=C1 4-{4-[4-bromo-3-(pyridin-4-yl)pyrazol-1-yl]phenyl}-2-methylpiperazine-1-carboxylate